C(#N)C=1C=C(C=NC1N1N=CC=N1)NC(=O)C=1C=NN(C1C(F)(F)F)C1=C2C=CN=C(C2=CC=C1)OC N-(5-Cyano-6-(2H-1,2,3-triazol-2-yl)pyridin-3-yl)-1-(1-methoxyisochinolin-5-yl)-5-(trifluoromethyl)-1H-pyrazol-4-carboxamid